4-(cyclopentylmethyl)piperazin C1(CCCC1)CN1CCNCC1